ClC1=NC=CC2=CC(=CC=C12)C(C)CC 1-chloro-6-(sec-butyl)isoquinoline